2-(4-(allyloxy)styryl-4,6-dimethoxyphenyl)-1-benzyl-1H-imidazole C(C=C)OC1=CC=C(C=CC2=C(C(=CC(=C2)OC)OC)C=2N(C=CN2)CC2=CC=CC=C2)C=C1